trans-(4-(2-(4-chloro-3-fluorophenoxy)acetamido)cyclohexyl)methyl-carbamic acid tert-butyl ester C(C)(C)(C)OC(NC[C@@H]1CC[C@H](CC1)NC(COC1=CC(=C(C=C1)Cl)F)=O)=O